C(CC(O)(C(=O)[O-])CC(=O)[O-])(=O)[O-].[Ag+].[Ag+].[Ag+] Silver Citrat